(4-fluorophenyl)-5,6-dihydro-1,7-naphthyridine FC1=CC=C(C=C1)C1=NC=2C=NCCC2C=C1